(2R)-1-((7aR)-8,8-dimethyl-2,2-dioxidotetrahydro-3H-3a,6-methanobenzo[c]isothiazol-1(4H)-yl)-2-(pyridin-3-ylmethyl)but-3-en-1-one CC1(C23[C@H](N(S(C2)(=O)=O)C([C@@H](C=C)CC=2C=NC=CC2)=O)CC1CC3)C